6-bromo-3-ethyl-7-fluoro-2-((S)-1-((S)-6-methyl-1,4-diazepan-1-yl)butyl)quinazolin BrC1=CC2=CN(C(N=C2C=C1F)[C@H](CCC)N1CCNC[C@@H](C1)C)CC